bis(4-amino-diaminophenoxy)hexane NC1=C(C(=C(OC(CCCCC)OC2=C(C(=C(C=C2)N)N)N)C=C1)N)N